Neohexen C=CC(C)(C)C